O1C(=NC=C1)CNC1=CC=C2C(=N1)C(=CN2)C=2CCN(CC2)C 5-(N-[(oxazol-2-yl)methyl]amino)-3-(1-methyl-1,2,3,6-tetrahydropyridin-4-yl)pyrrolo[3,2-b]pyridine